C(C1=CC=CC=C1)C1=NN(C(=C1)C1=CC2=C(N=C(S2)NC(CC2=CC=C(C=C2)OC)=O)C=C1)CC1=CC=C(C(=O)NO)C=C1 4-[(3-benzyl-5-{2-[2-(4-methoxyphenyl)acetamido]benzo[d]thiazol-6-yl}-1H-pyrazol-1-yl)methyl]-N-hydroxybenzamide